C(C)OC[C@@]1(C[C@@H]2CC[C@H]3[C@@H]4CCC[C@H]([C@]4(CC[C@@H]3[C@H]2CC1)C)C(C)=O)O 1-((1R,4aS,4bR,6aS,8R,10aS,10bR,12aS)-8-(ethoxymethyl)-8-hydroxy-12a-methyloctadecahydrochrysen-1-yl)ethan-1-one